2-((diphenylmethylene)amino)-3-(tetrahydro-2H-pyran-2-yl)propionic acid tert-butyl ester C(C)(C)(C)OC(C(CC1OCCCC1)N=C(C1=CC=CC=C1)C1=CC=CC=C1)=O